N1=C(C=CC=C1)/C=C/C1=NC=C2N1C=CC(=C2)C2=C(C(=S)OC)C=CC=C2 methyl 2-[3-[(E)-2-(2-pyridyl)vinyl]imidazo[1,5-a]pyridin-7-yl]thiobenzoate